ClC=1C(=C(CN2[C@@H](C[C@@](CC2)(C(=O)O)CC2=NC(=C(C(=C2F)C2=NC=CC=C2)C)NC2=NNC(=C2)C)C)C=CC1)F (2R,4R)-1-(3-chloro-2-fluorobenzyl)-4-((3'-fluoro-5'-methyl-6'-((5-methyl-1H-pyrazol-3-yl)amino)-[2,4'-bipyridin]-2'-yl)methyl)-2-methylpiperidine-4-carboxylic acid